O[C@](C(=O)N[C@H](C(=O)O)CCN(CCCCC1=NC=2NCCCC2C=C1)CCOC)(C)C1=CC=CC=C1 (S)-2-((R)-2-hydroxy-2-phenylpropanamido)-4-((2-methoxyethyl)(4-(5,6,7,8-tetrahydro-1,8-naphthyridin-2-yl)butyl)amino)butanoic acid